C(C)(C)(C)OC(=O)NCCOCCC(=O)OC1=CC=C(C(=O)O)C=C1 4-[3-[2-(tert-butoxycarbonylamino)ethoxy]propanoyloxy]benzoic acid